(3-bromo-1-(2-(1,1-difluoroethyl)pyrimidin-4-yl)-1H-pyrrolo[3,2-c]pyridin-6-yl)acetamide BrC1=CN(C2=C1C=NC(=C2)CC(=O)N)C2=NC(=NC=C2)C(C)(F)F